NC=1C2=C(N=CN1)N(C(=C2C=2C=NC(=CC2)C2CC2)C2=CCC1(CCN(CC1)C(C=C)=O)CC2)C (9-(4-amino-5-(6-cyclopropylpyridin-3-yl)-7-methyl-7H-pyrrolo[2,3-d]pyrimidin-6-yl)-3-azaspiro[5.5]undec-8-en-3-yl)prop-2-en-1-one